CC(C(=O)OCCOCC)C 2-ethoxy-Ethyl 2-methylpropionate